3-(1-Oxo-5-(((S)-1-((2-(tetrahydro-2H-pyran-4-yl)quinolin-6-yl)methyl)pyrrolidin-3-yl)oxy)isoindolin-2-yl)piperidine-2,6-dione O=C1N(CC2=CC(=CC=C12)O[C@@H]1CN(CC1)CC=1C=C2C=CC(=NC2=CC1)C1CCOCC1)C1C(NC(CC1)=O)=O